1-(thien-2-yl)prop-2-en-1-one S1C(=CC=C1)C(C=C)=O